C(C1=CC=CC=C1)(C1=CC=CC=C1)C1=CC=C(C=C1)I 1-benzhydryl-4-iodobenzene